C(C)O\N=C/1\C=2N=CN(C2N=CN1)C1C(C(CO1)O)O 5-[(6Z)-6-ethoxyimino-1H-purin-9-yl]tetrahydrofuran-3,4-diol